C(C(O)C)(=O)C(=O)C1=CC(O)=C(OC)C=C1 lactoyl-isovanillin